2-(4,4-difluoroazepan-1-yl)-N-(2-(N-(4-methoxybenzyl)-N-methyl-sulfamoyl)pyridin-4-yl)quinoline-3-carboxamide FC1(CCN(CCC1)C1=NC2=CC=CC=C2C=C1C(=O)NC1=CC(=NC=C1)S(N(C)CC1=CC=C(C=C1)OC)(=O)=O)F